[N+]1(=NN=CC=C1)[O-] Triazine 1-oxide